8-(2,4-dichlorophenyl)-9-(4-(fluoro(1-(3-fluoropropyl)azetidin-3-yl)methyl)phenyl)-6,7-dihydro-5H-benzo[7]annulene-3-carboxylic acid ClC1=C(C=CC(=C1)Cl)C=1CCCC2=C(C1C1=CC=C(C=C1)C(C1CN(C1)CCCF)F)C=CC(=C2)C(=O)O